tert-butyl ((1R,3R,4R)-3-amino-4-hydroxycyclopentyl)carbamate N[C@@H]1C[C@H](C[C@H]1O)NC(OC(C)(C)C)=O